C(C)N(CC(=O)NC=1N=CC2=CC=C(C=C2C1)C1=CN=CN1C)CC 2-(diethylamino)-N-(6-(1-methyl-1H-imidazol-5-yl)isoquinolin-3-yl)acetamide